N(=[N+]=[N-])C1=NC(=CC=C1)OCC 2-azido-6-ethoxypyridine